The molecule is a monocarboxylic acid amide obtained by formal condensation of the carboxy group of phenylacetic acid with the amino group of ethylamine. It has a role as a mammalian metabolite and a xenobiotic metabolite. It derives from a phenylacetic acid. CCNC(=O)CC1=CC=CC=C1